2-methyl-2-(4-vinylphenyl)propionic acid CC(C(=O)O)(C)C1=CC=C(C=C1)C=C